amyl-dibutyl-phosphonium bromide [Br-].C(CCCC)[PH+](CCCC)CCCC